C(C)(=O)N1CCC(CC1)[C@H]1CCC=2N(C1)C=C(N2)C(=O)NC[C@@H](CN2CC1=CC=CC=C1CC2)O (R)-6-(1-Acetylpiperidin-4-yl)-N-((S)-3-(3,4-dihydroisoquinolin-2(1H)-yl)-2-hydroxypropyl)-5,6,7,8-tetrahydroimidazo[1,2-a]pyridine-2-carboxamide